[Br-].[Mn+2].[Co+2].[Br-].[Br-].[Br-] cobalt-manganese bromide